FC1(CCN(CC1)C=1C=2N(C=CN1)C(=CN2)F)F 8-(4,4-difluoropiperidin-1-yl)-3-fluoroimidazo[1,2-a]pyrazine